4-chloro-3-nitro-1,5-naphthyridine ClC1=C(C=NC2=CC=CN=C12)[N+](=O)[O-]